2,4,6-tris(4-hydroxyphenyl)-1,3,5-trisphenylphenol OC1=CC=C(C=C1)C1C(C(=C(C(=C1C1=CC=CC=C1)C1=CC=C(C=C1)O)C1=CC=CC=C1)C1=CC=C(C=C1)O)(O)C1=CC=CC=C1